[Si].[Mn].[Si] silicon manganese-silicon